ClC1=CC=C(C=C1)C1=NOC(=N1)C1=CC=C(C=C1)NC(=O)C1CN(C(C1)=O)CC=1OC=CC1 N-{4-[3-(4-chlorophenyl)-1,2,4-oxadiazol-5-yl]Phenyl}-1-[(furan-2-yl)methyl]-5-oxopyrrolidine-3-carboxamide